C(C)(C)(C)OC(=O)OC[C@@H]1CN(C2=C(O1)C=CC(=C2)Cl)C(=O)OC(C)(C)C (S)-tert-butyl 2-(((tert-butoxycarbonyl)oxy)methyl)-6-chloro-2H-benzo[b][1,4]oxazine-4(3H)-carboxylate